C(C1=CC=CC=C1)(=O)N1C(C2=CC=C(C=C2C1=O)Br)=O 2-benzoyl-5-bromoisoindoline-1,3-dione